[Na+].OC1=C(C(N(C=C1)C)=O)NC(N[C@@H](CC(=O)[O-])C1=CC(=CC=C1)C1=NC=CN=C1)=O (S)-3-(3-(4-hydroxy-1-methyl-2-oxo-1,2-dihydropyridin-3-yl)ureido)-3-(3-(pyrazin-2-yl)phenyl)propanoic acid sodium salt